Tert-butyl 2,2-dimethyl-4-[3-methyl-2-oxo-1-(2-trimethylsilylethoxymethyl)benzimidazol-4-yl]piperidine-1-carboxylate CC1(N(CCC(C1)C1=CC=CC=2N(C(N(C21)C)=O)COCC[Si](C)(C)C)C(=O)OC(C)(C)C)C